4-oxo-3,4-dihydroquinazoline-6-carbaldehyde O=C1NC=NC2=CC=C(C=C12)C=O